6-(5-chloro-2-fluorophenyl)-8-{1H-pyrazolo[3,4-b]pyridin-5-yl}-2H,3H,4H-pyrido[3,2-b][1,4]oxazine ClC=1C=CC(=C(C1)C=1C=C(C=2OCCNC2N1)C=1C=C2C(=NC1)NN=C2)F